FC(C)(F)C1=C(O[C@H](C(=O)O)C)C=CC(=C1)C#C (S)-2-(2-(1,1-difluoroethyl)-4-ethynylphenoxy)propionic acid